cis-4-[(3,5-dichloro-2-pyridyl)oxy]-N-ethyl-4'-fluoro-2'-oxo-spiro[cyclohexane-1,3'-indoline]-5'-carboxamide ClC=1C(=NC=C(C1)Cl)OC1CCC2(C(NC3=CC=C(C(=C23)F)C(=O)NCC)=O)CC1